1-(((1-Butoxy(propan-2-yl)oxy)-propan-2-yl)oxy)-propan-2-amin C(CCC)OCC(C)OCC(C)OCC(C)N